CC=1C=C(C=CC1C)C(C(CC1=CC=CC=C1)C)=O 1-(3,4-dimethylphenyl)-2-methyl-3-phenylpropan-1-one